4-(3-{3-[3-chloro-4-(3,3-dimethyl-butyl)phenyl]-4-hydroxymethyl-5,5-dimethyl-tetrahydro-furan-3-yl}ureido)benzoic acid ethyl ester C(C)OC(C1=CC=C(C=C1)NC(=O)NC1(COC(C1CO)(C)C)C1=CC(=C(C=C1)CCC(C)(C)C)Cl)=O